C(C)(C)(C)C=1N=NN(C1)CC(=O)NC1=CC=C(C=C1)C1=NC=NC2=CC(=C(C=C12)OC)OCC1CCN(CC1)C(C)C 2-(4-(tert-butyl)-1H-1,2,3-triazole-1-yl)-N-(4-(7-((1-isopropylpiperidin-4-yl)methoxy)-6-methoxyquinazolin-4-yl)phenyl)acetamide